FC(=C(F)F)OC(C(C(C(F)(F)F)F)(F)F)(F)F octafluorobutyl trifluorovinyl ether